(E)-(2-((4-bromo-3-methoxy-5-(3-methoxy-4-nitrostyryl)phenoxy)methoxy)ethyl)trimethylsilane BrC1=C(C=C(OCOCC[Si](C)(C)C)C=C1\C=C\C1=CC(=C(C=C1)[N+](=O)[O-])OC)OC